6-(isoxazolidin-2-yl)-N-phenylpyrimidin-4-amine O1N(CCC1)C1=CC(=NC=N1)NC1=CC=CC=C1